2-(3-(8-Amino-6-(2-(hydroxymethyl)pyridin-4-yl)imidazo[1,2-a]pyrazin-3-yl)-4-methylphenyl)-1,1-difluoropropan-2-ol NC=1C=2N(C=C(N1)C1=CC(=NC=C1)CO)C(=CN2)C=2C=C(C=CC2C)C(C(F)F)(C)O